p-propylbenzoic acid CCCC1=CC=C(C=C1)C(=O)O